(S)-3-(1-(2-(2-methoxyphenyl)-2-((tetrahydro-2H-pyran-4-yl)oxy)ethyl)-5-methyl-6-(oxazol-2-yl)-2,4-dioxo-1,4-dihydrothieno[2,3-d]pyrimidin-3(2H)-yl)benzoic acid COC1=C(C=CC=C1)[C@@H](CN1C(N(C(C2=C1SC(=C2C)C=2OC=CN2)=O)C=2C=C(C(=O)O)C=CC2)=O)OC2CCOCC2